N,N-bis{4-(naphthalen-1-yl)phenyl}-N-(6-phenyl-1,1':4',1''-terphenyl-4-yl)amine C1(=CC=CC2=CC=CC=C12)C1=CC=C(C=C1)N(C1=CC=C(C(=C1)C1=CC=CC=C1)C1=CC=C(C=C1)C1=CC=CC=C1)C1=CC=C(C=C1)C1=CC=CC2=CC=CC=C12